tert-butyl 4-(4-bromo-2-formylphenyl)piperazine-1-carboxylate BrC1=CC(=C(C=C1)N1CCN(CC1)C(=O)OC(C)(C)C)C=O